3-(tert-Butyl)-N-(2-chloro-4-(2-(2-nitrophenyl)-3H-imidazo[4,5-b]pyridin-7-yl)benzyl)-1,2,4-oxadiazole-5-carboxamide C(C)(C)(C)C1=NOC(=N1)C(=O)NCC1=C(C=C(C=C1)C1=C2C(=NC=C1)NC(=N2)C2=C(C=CC=C2)[N+](=O)[O-])Cl